N-allyl-2,4-dihydroxy-6-pentyl-benzenesulfonamide C(C=C)NS(=O)(=O)C1=C(C=C(C=C1CCCCC)O)O